2-(2-(methoxymethoxy)-5,6,7,8-tetrahydrophenanthren-4-yl)-4,4,5,5-tetramethyl-1,3,2-dioxaborolane COCOC1=CC2=CC=C3CCCCC3=C2C(=C1)B1OC(C(O1)(C)C)(C)C